2-(pyridine-2-yl)disulfanamine N1=C(C=CC=C1)SSN